(E)-imino(4-methoxypyridin-2-yl)(2-(3-methoxypyridin-2-yl)vinyl)-λ6-sulfanone N=S(=O)(\C=C\C1=NC=CC=C1OC)C1=NC=CC(=C1)OC